CN(C(OC(C)(C)C)=O)C[C@H]1CCOC2=C(C=CC=C12)C=1C=NC=CC1 tert-butyl (S)-methyl((8-(pyridin-3-yl)chroman-4-yl)methyl)carbamate